Allyl (2-(7-hydroxy-6-methoxy-2-oxo-2H-chromen-4-yl)ethyl)carbamate OC1=C(C=C2C(=CC(OC2=C1)=O)CCNC(OCC=C)=O)OC